BrC1=CN(C2=CC(=CC=C12)O)C 3-bromo-1-methyl-1H-indol-6-ol